N[C@@H]1CC[C@H](CC1)NC1=NC=C(C(=N1)C=1C=C(C=CC1)C(=O)N1C[C@H](CC1)O)F trans-(3-(2-((4-aminocyclohexyl)amino)-5-fluoropyrimidin-4-yl)phenyl)((S)-3-hydroxypyrrolidin-1-yl)methanone